C(C)(C)(C1=CC=CC=C1)OOC(CCC(C)(C)C)=O.C(C=C)OC1=C(C=C(C=C1C(C)(C)C)C)[Si](CC)(CC)C1C2=CC(=CC=C2C=2C=CC(=CC12)C(C)(C)C)C(C)(C)C (2-(allyloxy)-3-(tert-butyl)-5-methylphenyl)(2,7-di-tert-butyl-9H-fluoren-9-yl)diethylsilane Alpha-cumyl-peroxyneoheptanoate